N1=CC=C(C2=CC=CC=C12)N1CCN(CC1)C(=O)OC(=O)N1CCCC1 (4-(quinolin-4-yl)piperazine-1-carbonyl)pyrrolidine-1-carboxylate